3,4-epoxycyclohexyl methacrylate C(C(=C)C)(=O)OC1CC2C(CC1)O2